FC(C(=O)NC(CO)(C)C)(F)C=1C=C(C(=O)NC2=CC(=C(C=C2)F)F)C=CC1F 3-(1,1-difluoro-2-((1-hydroxy-2-methylpropan-2-yl)amino)-2-oxoethyl)-N-(3,4-difluorophenyl)-4-fluorobenzamide